[Na].C(C)(C)(C)C1=C(C(=CC=C1C)C(C)(C)C)O 2,6-di-t-butyl-3-methylphenol, sodium salt